[(2R,3S,4R,5R)-5-[2-cyano-4-[[(1R)-1-(p-tolyl)ethyl]amino]-pyrrolo[2,3-d]-pyrimidin-7-yl]-3,4-dihydroxy-tetrahydro-furan-2-yl]methoxy-methylphosphonic acid C(#N)C=1N=C(C2=C(N1)N(C=C2)[C@H]2[C@@H]([C@@H]([C@H](O2)COCP(O)(O)=O)O)O)N[C@H](C)C2=CC=C(C=C2)C